2-fluoro-3-(pyrrolidin-3-yl)benzoic acid methyl ester COC(C1=C(C(=CC=C1)C1CNCC1)F)=O